methyl-4-toluenesulfonate COS(=O)(=O)C1=CC=C(C)C=C1